C(C1=CC=CC=C1)N1CCC2=C(CC1)N=CC(=N2)N2CCC(CC2)F 1-{7-benzyl-5H,6H,8H,9H-pyrazino[2,3-d]azepin-2-yl}-4-fluoropiperidine